C(=O)OCC=1C=C(C=CC1)N(C)CC=1C(=CSC1)C(=O)O 4-[({3-[(formyloxy)methyl]phenyl}(methyl)amino)methyl]thiophene-3-carboxylic acid